NC1=NC=CC=C1C1=NC=2C(=NC=CC2)N1C1=CC=C(CNC(=O)C2=NC=NC(=C2)C#N)C=C1 N-(4-(2-(2-aminopyridin-3-yl)-3H-imidazo[4,5-b]pyridin-3-yl)benzyl)-6-cyanopyrimidine-4-carboxamide